CC(O)C1=C(CCCC1)C1=NC2=CC=C(C=C2C=C1)CO[Si](C1=CC=CC=C1)(C1=CC=CC=C1)C(C)(C)C methyl-(2-(6-(((tert-butyldiphenylsilyl)oxy)methyl)quinolin-2-yl)cyclohex-1-en-1-yl)methanol